COC1=C(C=CC(=C1)N1CCN(CC1)C)NC=1N=CC=2NC(C3=C(N(C2N1)C)SC(=N3)C)=O 6-((2-methoxy-4-(4-methylpiperazin-1-yl)phenyl)amino)-2,4-dimethyl-4,9-dihydro-10H-pyrimido[5,4-b]thiazolo[5,4-e][1,4]diazepin-10-one